(3-((2,4-dichlorophenoxy)methyl)phenoxy)azetidine-1-carboxylic acid tert-butyl ester C(C)(C)(C)OC(=O)N1C(CC1)OC1=CC(=CC=C1)COC1=C(C=C(C=C1)Cl)Cl